FC(C(CNC)(C)O)(F)C=1C(=C(C=CC1)[C@@H](C)NC1=NC(=NC2=CC3=C(C=C12)N(C(C3(C)C)=O)C)C)F 4-(((1R)-1-(3-(1,1-difluoro-2-hydroxy-2-methyl-3-(methylamino)propyl)-2-fluorophenyl)ethyl)amino)-2,6,8,8-tetramethyl-6,8-dihydro-7H-pyrrolo[2,3-g]quinazolin-7-one